COC1=C(C(=CC(=C1)C(N2C=CC3=CC=CC=C32)N4C=CC5=CC=CC=C54)Cl)O 1,1-bis(3'-indolyl)-1-(3-chloro-4-hydroxy-5-methoxyphenyl)methane